NCCCC#CC1=C(C(=O)OC)C=C(C=C1)NC(CCN)=O methyl 2-(5-aminopent-1-yn-1-yl)-5-(3-aminopropanamido)benzoate